C(#N)C1=CC(=C(COC2=CC=CC(=N2)C2=CC(=C(CC3=NC4=C(N3[C@@H]3COC[C@H]3C)C=C(C=C4)C(=O)O)C=C2F)F)C=C1)F |r| racemic-2-(4-(6-((4-cyano-2-fluorobenzyl)oxy)pyridin-2-yl)-2,5-difluorobenzyl)-1-((3S,4S)-4-methyltetrahydrofuran-3-yl)-1H-benzo[d]imidazole-6-carboxylic acid